FC1CN(CC2(CCO2)C1)C1=CC=NC=C1 8-fluoro-4-(1-oxa-6-azaspiro[3.5]nonan-6-yl)pyridin